C(C1=CC=CC=C1)OC(=O)NC(=C[C@H]1N(CCC1)C(=O)OC(C)(C)C)C(=O)OC tert-Butyl (S)-2-(2-(((benzyloxy)carbonyl)amino)-3-methoxy-3-oxoprop-1-en-1-yl)pyrrolidine-1-carboxylate